C(C)(C)(C)N1CCC2=CC=CC=C12 tert-butyl-indolin